COC=1C=CC=C2C(=NC(=NC12)N)C=1N=NN(C1)CC1=NC(=CC=C1)COC 8-methoxy-4-(1-{[6-(methoxymethyl)pyridin-2-yl]methyl}-1H-1,2,3-triazol-4-yl)quinazolin-2-amine